(S)-2-(1-(4-fluorophenyl)-3,4-dihydroisoquinolin-2(1H)-yl)-2-oxo-acetaldehyde FC1=CC=C(C=C1)[C@@H]1N(CCC2=CC=CC=C12)C(C=O)=O